(5-(5-(2-(4-methylpiperazin-1-yl)pyridin-4-yl)-1H-pyrrolo[2,3-b]pyridin-3-yl)pyrazolo[1,5-a]pyridin-3-yl)(piperidin-1-yl)methanone CN1CCN(CC1)C1=NC=CC(=C1)C=1C=C2C(=NC1)NC=C2C2=CC=1N(C=C2)N=CC1C(=O)N1CCCCC1